1-((2S,5R)-5-((7H-pyrrolo[2,3-d]pyrimidin-4-yl)amino)-2-methyl-piperidin-1-yl)prop-2-en-1-one phosphate P(=O)(O)(O)O.N1=CN=C(C2=C1NC=C2)N[C@@H]2CC[C@@H](N(C2)C(C=C)=O)C